BrC1=C2C=C(NC2=CC=C1)CO (4-bromo-1H-indol-2-yl)methanol